C(\C=C\C(=O)O)(=O)O.ClC=1C(=CC2=CN(N=C2C1)C)\N=C\1/NC(N(C(N1CC1=C(C=C(C(=C1)F)F)F)=O)CC1=NN(C=N1)C)=O (6E)-6-[(6-chloro-2-methyl-2H-indazol-5-yl)imino]-3-[(1-methyl-1H-1,2,4-triazol-3-yl)methyl]-1-(2,4,5-trifluorobenzyl)-1,3,5-triazinane-2,4-dione fumarate salt